benzyl (2S)-2-(cyanomethyl)-4-(7-(3,7-difluoro-3,4-dihydroquinolin-1(2H)-yl)-2-(3-(dimethylamino)azetidin-1-yl)-5,6-dihydroquinazolin-4-yl)piperazine-1-carboxylate C(#N)C[C@@H]1N(CCN(C1)C1=NC(=NC=2C=C(CCC12)N1CC(CC2=CC=C(C=C12)F)F)N1CC(C1)N(C)C)C(=O)OCC1=CC=CC=C1